FC1=CC(=CC2=C1CN([C@H](CO2)C)C(=O)C2(COC2)C)C(=O)N (S)-6-fluoro-3-methyl-4-(3-methyloxetane-3-carbonyl)-2,3,4,5-tetrahydrobenzo[f][1,4]oxazepine-8-carboxamide